3a-benzyl-2-cyclopropyl-4H,5H,6H,7H-pyrazolo[4,3-c]pyridin-3-one C(C1=CC=CC=C1)C12CNCCC1=NN(C2=O)C2CC2